O(B1OCC(CO1)(C)C)B1OCC(CO1)(C)C 2,2'-oxybis[5,5'-dimethyl-1,3,2-dioxaborinane]